BrC=1C=C2C(=NN(C(C2=CC1)=O)CC(=O)NC1=NC=C(C=N1)F)O[C@H]1[C@H](C1)C 2-[6-bromo-4-[cis-2-methylcyclopropyl]oxy-1-oxophthalazin-2-yl]-N-(5-fluoropyrimidin-2-yl)acetamide